(2R)-2-({7-bromo-2-[4-methoxy-2-(trifluoromethoxy)phenyl][1,2,4]triazolo[1,5-c]quinazolin-5-yl}amino)butanamide BrC1=CC=CC=2C=3N(C(=NC12)N[C@@H](C(=O)N)CC)N=C(N3)C3=C(C=C(C=C3)OC)OC(F)(F)F